4-(2-(1-(tetrahydro-2H-pyran-2-yl)-1H-imidazol-2-yl)phenyl)pyrimidine-2,4-diamine O1C(CCCC1)N1C(=NC=C1)C1=C(C=CC=C1)C1(NC(=NC=C1)N)N